N-[(3S,4S)-1-(2,2-difluoroethyl)-3-methyl-4-piperidyl]-6-{3-[4-(N-methylcarbamoyl)-5-chloro-2-anisidino]-1-propynyl}-1-(2,2,2-trifluoroethyl)-1H-1,3-benzimidazole-4-carboxamide FC(CN1C[C@@H]([C@H](CC1)NC(=O)C1=CC(=CC=2N(C=NC21)CC(F)(F)F)C#CCNC=2C(OC)=CC(=C(C2)C(NC)=O)Cl)C)F